C(#N)C1=C(N=C(N1)C(F)(F)F)C#N.[Li] lithium dicyano-trifluoromethyl-imidazole